2-(2-Morpholino-4-pyridyl)oxazole-4-carboxylic acid O1CCN(CC1)C1=NC=CC(=C1)C=1OC=C(N1)C(=O)O